6-(3,5-dimethoxybenzyl)-3-ethyl-2-methyl-8-{[(oxetan-3-yl)methyl]amino}imidazo[1,2-c]pyrido[2,3-e]pyrimidin-5(6H)-one COC=1C=C(CN2C(N3C(C4=C2C=C(C=N4)NCC4COC4)=NC(=C3CC)C)=O)C=C(C1)OC